(3S,4S)-1-(4-((S)-4-acetyl-3-(dodecylcarbamoyl)piperazine-1-carbonyl)benzoyl)-N3,N4-bis((1S,2R)-2-phenylcyclopropyl)pyrrolidine-3,4-dicarboxamide C(C)(=O)N1[C@@H](CN(CC1)C(=O)C1=CC=C(C(=O)N2C[C@H]([C@@H](C2)C(=O)N[C@@H]2[C@H](C2)C2=CC=CC=C2)C(=O)N[C@@H]2[C@H](C2)C2=CC=CC=C2)C=C1)C(NCCCCCCCCCCCC)=O